2-(5-chloropyridin-2-yl)-7-(piperidin-4-yl)-2-(trifluoromethyl)-2,3-dihydrobenzo[d]oxazole hydrochloride Cl.ClC=1C=CC(=NC1)C1(OC2=C(N1)C=CC=C2C2CCNCC2)C(F)(F)F